F[P-](F)(F)(F)(F)F.C1(=CC=CC=C1)[Fe]C1C=CC=C1 phenyl-(cyclopentadienyl)iron (II) hexafluorophosphate